FC(S(=O)(=O)OC1=NC(=C(C(=C1C#N)C1=CC=CC=C1)Cl)C)(F)F 5-chloro-3-cyano-6-methyl-4-phenylpyridin-2-yl trifluoromethanesulfonate